6-chloro-7-methoxy-4-(3-methyl-4-((1-methyl-1H-benzo[d]imidazol-5-yl)oxy)phenoxy)pyrido[3,2-d]pyrimidine ClC=1C(=CC=2N=CN=C(C2N1)OC1=CC(=C(C=C1)OC1=CC2=C(N(C=N2)C)C=C1)C)OC